C(CCCC)(=O)N1CC2(C1)CN(CC2)C2=C(C#N)C=CC=C2 2-(2-Pentanoyl-2,6-diazaspiro[3.4]octan-6-yl)benzonitrile